F[C@H]1[C@@H](C[C@]2(CCC[C@@H]1N2)C)N(C=2N=NC(=CN2)C=2C=C1C=CN=CC1=CC2O)C 6-(3-(((1R,3R,4R,5S)-4-fluoro-1-methyl-9-azabicyclo[3.3.1]nonan-3-yl)(methyl)amino)-1,2,4-triazin-6-yl)isoquinolin-7-ol